BrC=1SC2=C(N1)CCC2 2-bromo-5,6-dihydro-4H-cyclopenta[d]thiazole